CO[C@H](CC(=O)N1[C@@H](CCC1)[C@@H]([C@H](C(=O)N(CCC1=CC(=CC=C1)[N+](=O)[O-])C)C)OC)[C@H]([C@H](CC)C)N(C(CC(C)C)=O)C N-((3R,4S,5S)-3-methoxy-1-((S)-2-((1R,2R)-1-methoxy-2-methyl-3-(methyl(3-nitrophenethyl)amino)-3-oxopropyl)pyrrolidin-1-yl)-5-methyl-1-oxoheptan-4-yl)-N,3-dimethylbutanamide